3,5-difluoro-4-[6'-oxo-3'-(2-pyridyl)spiro[cyclopropane-1,5'-imidazo[1,2-a]imidazole]-7'-yl]-N-(2-pyridyl)benzamide FC=1C=C(C(=O)NC2=NC=CC=C2)C=C(C1N1C(C2(N3C1=NC=C3C3=NC=CC=C3)CC2)=O)F